C1(=CC=CC=C1)NC(=O)N[C@@H](C(F)(F)F)[C@]1(CN(CC1)C(C)(C)C=1C=NC(=CC1)C)CCC=1SC(=CC1)F |o1:15| 1-phenyl-3-((R)-2,2,2-trifluoro-1-((R or S)-3-(2-(5-fluorothiophen-2-yl)ethyl)-1-(2-(6-methylpyridin-3-yl)propan-2-yl)pyrrolidin-3-yl)ethyl)urea